(R)-tert-butyl (1-(1-ethyl-2-(1-ethyl-1H-indol-2-yl)-1H-benzo[d]imidazole-5-carbonyl)piperidin-3-yl)carbamate C(C)N1C(=NC2=C1C=CC(=C2)C(=O)N2C[C@@H](CCC2)NC(OC(C)(C)C)=O)C=2N(C1=CC=CC=C1C2)CC